methyl 2-(bromomethyl)-5-(hydroxymethyl)-3-(trifluoro-methyl)benzoate BrCC1=C(C(=O)OC)C=C(C=C1C(F)(F)F)CO